ClC1=C(C=C2C=C(N=CC2=C1)NC(=O)C1C(C1)C=1C=NN(C1)C)C1CCN(CC1)[C@]1(COC[C@H]1F)C N-(7-chloro-6-(1-((3S,4S)-4-fluoro-3-methyltetrahydrofuran-3-yl)piperidin-4-yl)isoquinolin-3-yl)-2-(1-methyl-1H-pyrazol-4-yl)cyclopropane-1-carboxamide